methyl 2-(bromomethyl)-3-fluoro-5-iodobenzoate BrCC1=C(C(=O)OC)C=C(C=C1F)I